4-[5-(azetidin-3-yloxy)-3-[(3,5-difluorophenyl)methoxy]pyridin-2-yl]-N-(3-chloro-5-methanesulfonamidophenyl)-5-methylthiophene-2-carboxamide N1CC(C1)OC=1C=C(C(=NC1)C=1C=C(SC1C)C(=O)NC1=CC(=CC(=C1)NS(=O)(=O)C)Cl)OCC1=CC(=CC(=C1)F)F